[5-(4-hexyloxy-1,2,5-thiadiazol-3-yl)-1-methyl-3,6-dihydro-2H-pyridin-1-ium-1-yl]methyl tetradecyl carbonate chloride [Cl-].C(OC[N+]1(CCC=C(C1)C1=NSN=C1OCCCCCC)C)(OCCCCCCCCCCCCCC)=O